N=1C=NN2C1C=C(C=C2)OC2=C(C=C(C=C2)NC2=NC=NC1=CC(=CC(=C21)O[C@H]2C(CN(CC2)C)(F)F)OC)C (R)-N-(4-([1,2,4]triazolo[1,5-a]pyridin-7-yloxy)-3-methylphenyl)-5-((3,3-difluoro-1-methylpiperidin-4-yl)oxy)-7-methoxyquinazolin-4-amine